2-(6-bromo-5-ethyl-2-(4-hydroxycyclohex-1-en-1-yl)-7-oxo-[1,2,4]triazolo[1,5-a]pyrimidin-4(7H)-yl)-N-(2-chloro-4-(trifluoromethyl)phenyl)acetamide BrC1=C(N(C=2N(C1=O)N=C(N2)C2=CCC(CC2)O)CC(=O)NC2=C(C=C(C=C2)C(F)(F)F)Cl)CC